1-bromo-4-((trifluoromethanesulfonyl)ethynyl)benzene BrC1=CC=C(C=C1)C#CS(=O)(=O)C(F)(F)F